CC=1C(=NN(C1)C1OCCCC1)C(C)O 1-(4-methyl-1-(tetrahydro-2H-pyran-2-yl)-1H-pyrazol-3-yl)ethanol